COC1=CC=C(C=N1)CN1C(C2=CC=CC=C2C=N1)=O 2-((6-methoxypyridin-3-yl)methyl)phthalazin-1(2H)-one